CC=1N(C=C(C1)C)C1=NC(=NC(=N1)C1=NC(=CC=C1)C(F)(F)F)NC1=CC(=NC=C1)C(F)(F)F 4-(2,4-dimethyl-1H-pyrrol-1-yl)-6-(6-(trifluoromethyl)pyridin-2-yl)-N-(2-(trifluoromethyl)pyridin-4-yl)-1,3,5-triazin-2-amine